3,5-Difluoro-2-morpholin-4-ylbenzoic acid ethyl ester C(C)OC(C1=C(C(=CC(=C1)F)F)N1CCOCC1)=O